COC1=CC2=C(C3=C(C(OC3)=O)C(=C2C=C1OC)OC)B1OC(C(O1)(C)C)(C)C 6,7,9-trimethoxy-4-(4,4,5,5-tetramethyl-1,3,2-dioxaborolan-2-yl)naphtho[2,3-c]furan-1(3H)-one